CC1=C(C=CC=C1NC(C1=NC=CC=C1)=O)C1=CC=CC=C1 N-(2-methylbiphenyl-3-yl)picolinamide